[5-(4-AMINOCINNOLIN-7-YL)-4-(1H-IMIDAZOL-2-YL)-2-METHOXY-PHENYL]BORONIC ACID NC1=CN=NC2=CC(=CC=C12)C=1C(=CC(=C(C1)B(O)O)OC)C=1NC=CN1